tert-butyl-(3-(methylamino)benzyl)carbamic acid tert-butyl ester C(C)(C)(C)OC(N(CC1=CC(=CC=C1)NC)C(C)(C)C)=O